Cl.Cl.Cl.N[C@@H](C[SeH])C(=O)O selenocysteine, trishydrochloride